C12CNCC(N(C1)C(=O)OC(C)(C)C)C2 tert-butyl 3,6-diazabicyclo[3.2.1]octane-6-carboxylate